rac-1,1-Difluoro-5-(piperidin-4-yl)-5-azaspiro[2.5]octane dihydrochloride rac-Benzyl-4-(1,1-difluoro-5-azaspiro[2.5]octan-5-yl)piperidine-1-carboxylate C(C1=CC=CC=C1)OC(=O)N1CCC(CC1)N1C[C@]2(CC2(F)F)CCC1.Cl.Cl.FC1(C[C@]12CN(CCC2)C2CCNCC2)F |r|